C(C1=CC=CC=C1)N1CC=2C(N(C=3N=CC=CC3C2CC1)CC1=CN=C(S1)C)=O 3-benzyl-6-((2-methylthiazol-5-yl)methyl)-2,3,4,6-tetrahydropyrido[3,4-c][1,8]naphthyridin-5(1H)-one